(1R,3S)-3-(5-{2-[3-(benzyloxy)-2-(1,3-dioxolan-2-yl)phenoxy]acetamido}-2H-pyrazol-3-yl)cyclopentyl N-(1-methylcyclopropyl)carbamate CC1(CC1)NC(O[C@H]1C[C@H](CC1)C=1NN=C(C1)NC(COC1=C(C(=CC=C1)OCC1=CC=CC=C1)C1OCCO1)=O)=O